C1(CCC1)N1C(=NC2=NC(=NC(=C12)N1C[C@@](CCC1)(O)C)OC[C@H]1N(CC(C1)(F)F)C)OC1=CC(=CC2=CC=C(C(=C12)C#C)F)OCOC (3R)-1-(7-cyclobutyl-2-{[(2S)-4,4-difluoro-1-methylpyrrolidin-2-yl]methoxy}-8-{[8-ethynyl-7-fluoro-3-(methoxymethoxy)-1-naphthyl]oxy}-7H-purin-6-yl)-3-methylpiperidin-3-ol